CC=1C=CC=2N(C1)C(=NN2)C(=O)N[C@@H]2CCC1=CC(=CC=C21)C2=NOC(=N2)C 6-methyl-N-[(1R)-5-(5-methyl-1,2,4-oxadiazol-3-yl)-2,3-dihydro-1H-inden-1-yl]-[1,2,4]triazolo[4,3-a]pyridine-3-carboxamide